Butyl-1,5-dimethyl-2-oxa-bicyclo[2.2.2]octan C(CCC)C1OC2(CC(C1CC2)C)C